(2r,3s,5r)-2-((((1s,3s,6r)-6-(5-fluoropyrimidin-2-yl)bicyclo[4.1.0]hept-3-yl)oxy)methyl)-5-methyl-3-(methylsulfonyl)pyrrolidine-1-carboxylic acid 3,3-difluoropropyl ester FC(CCOC(=O)N1[C@@H]([C@H](C[C@H]1C)S(=O)(=O)C)CO[C@@H]1C[C@@H]2C[C@@]2(CC1)C1=NC=C(C=N1)F)F